imidazo[1,2-a]pyridin-3-ylamine hydrochloride salt Cl.N=1C=C(N2C1C=CC=C2)N